BrC1=CC=C(OC[C@@H]2COC[C@](O2)(C)COC)C=C1 (2S,6S)-6-((4-bromophenoxy)methyl)-2-(methoxymethyl)-2-methyl-1,4-dioxacyclohexane